acryloxypropyl-monomethoxypropyl-silane C(C=C)(=O)OCCC[SiH2]CCCOC